C(C)(C)(C)OC(N(C)CCNC(C)C)=O tert-butyl(2-(isopropylamino)ethyl)(methyl)carbamate